C1CC12CCN(CC2)C=2C=C(C=CC2N=[N+]=[N-])NS(=O)(=O)C N-[3-(6-azaspiro[2.5]oct-6-yl)-4-azido-phenyl]methanesulfonamide